ClC=1C=C2C(=NC=NC2=CC1)N1CC=2C=C(C=NC2CC1)C=1C=NN(C1)C1CC1 6-chloro-4-[3-(1-cyclopropylpyrazol-4-yl)-7,8-dihydro-5H-1,6-naphthyridin-6-yl]quinazoline